(R)-(4-chloro-2-(2-methoxy-7-methylquinoxalin-5-yl)-7,8-dihydro-[1,4]dioxino[2',3':3,4]benzo[1,2-d]thiazol-7-yl)methyl (6-(dimethylamino)pyridin-3-yl)carbamate CN(C1=CC=C(C=N1)NC(OC[C@@H]1OC2=C(C3=C(N=C(S3)C3=C4N=CC(=NC4=CC(=C3)C)OC)C(=C2)Cl)OC1)=O)C